1-(1H-imidazol-2-yl)ethan-1-ol N1C(=NC=C1)C(C)O